3-(furan-2-yl)-5-nitro-1-(4-(trifluoromethyl)phenyl)-1H-indole O1C(=CC=C1)C1=CN(C2=CC=C(C=C12)[N+](=O)[O-])C1=CC=C(C=C1)C(F)(F)F